6-METhOXY-2-METHYLAMINO-3-AMINOPYRIDINE HCl Cl.COC1=CC=C(C(=N1)NC)N